BrC=1C=C(C(=NC1)COC(C)=O)C(F)(F)F.CN(S(=O)(=O)C)C=1C(=CC2=C(CCO2)C1)[N+](=O)[O-] N-methyl-N-(6-nitro-2,3-dihydrobenzofuran-5-yl)methanesulfonamide [5-bromo-3-(trifluoromethyl)pyridin-2-yl]methyl-acetate